perfluorovaleric acid amide FC(C(=O)N)(C(C(C(F)(F)F)(F)F)(F)F)F